1-((2S,5S)-9-((6-cyclopropylpyridin-3-yl)ethynyl)-2,3-dihydro-2,5-methanopyrido[3,4-f][1,4]oxazepin-4(5H)-yl)-3,3-difluoro-2,2-dimethylpropan-1-one C1(CC1)C1=CC=C(C=N1)C#CC1=CN=CC=2[C@H]3N(C[C@@H](OC21)C3)C(C(C(F)F)(C)C)=O